C(C)(C)(C)OC(=O)N1CCC(CC1)C1=C(C2=C(NC(=N2)C(NC(=O)C=2C(=NOC2)C)C2CCCCCCC2)C=C1)F 4-(2-{cyclooctyl-[(3-methylisoxazole-4-carbonyl)amino]methyl}-4-fluoro-1H-benzoimidazol-5-yl)piperidine-1-carboxylic acid tert-butyl ester